2-(((3,5-Dichloropyridin-4-yl)methyl)sulfanyl)-3,5,6,7-tetrahydro-4H-pyrrolo[3,4-d]pyrimidine ClC=1C=NC=C(C1CSC=1NCC2=C(N1)CNC2)Cl